methyl 2-[2-[6-[4-(cyclopentylamino) phenyl]-5-[[4-methyl-3-(trifluoromethyl) phenyl] carbamoyl]-2-pyridyl] ethynyl]-3-fluoro-benzoate C1(CCCC1)NC1=CC=C(C=C1)C1=C(C=CC(=N1)C#CC1=C(C(=O)OC)C=CC=C1F)C(NC1=CC(=C(C=C1)C)C(F)(F)F)=O